(Tetrahydro-2H-pyran-2-yl)methyl (2-amino-5-(thiophen-2-yl)phenyl)carbamate NC1=C(C=C(C=C1)C=1SC=CC1)NC(OCC1OCCCC1)=O